5-methyl-2-[4-[(3S)-3-pyrazin-2-yl-isoxazolidine-2-carbonyl]-1-piperidinyl]pyrimidine-4-carboxamide CC=1C(=NC(=NC1)N1CCC(CC1)C(=O)N1OCC[C@H]1C1=NC=CN=C1)C(=O)N